methyl 3-bromo-1-((3-((tert-butoxycarbonyl)amino)oxetan-3-yl)methyl)-1H-pyrrole-2-carboxylate BrC1=C(N(C=C1)CC1(COC1)NC(=O)OC(C)(C)C)C(=O)OC